Dibenzylpentamethylcyclopentadienyl-(1,6,6-trimethyl-1,5,6,7-tetrahydro-s-indacenyl)hafnium C(C1=CC=CC=C1)[Hf](C1(C=CC2=CC=3CC(CC3C=C12)(C)C)C)(C1(C(=C(C(=C1C)C)C)C)C)CC1=CC=CC=C1